2-oxoindoline-6-carboxamide hydrochloride Cl.O=C1NC2=CC(=CC=C2C1)C(=O)N